(1-(2-(1,1-difluoroethyl)pyrimidin-4-yl)-3-(3-(dimethylamino)pyrrolidin-1-yl)-1H-pyrazolo[4,3-c]pyridin-6-yl)acetamide FC(C)(F)C1=NC=CC(=N1)N1N=C(C=2C=NC(=CC21)CC(=O)N)N2CC(CC2)N(C)C